[(4-fluorophenylmethyl)sulfanyl]-3-{4-[2-(morpholin-4-yl)-2-oxoethyl]-3-(trifluoromethyl)piperazin-2-yl}-1H-pyrazol-4-carbonitril FC1=CC=C(C=C1)CSN1N=C(C(=C1)C#N)C1NCCN(C1C(F)(F)F)CC(=O)N1CCOCC1